C(C)(C)(C)[Si](OCC1(CN(C=2N=C(N=CC21)NC2=CC(=C(C=C2)N2CCN(CC2)C)C)C2=NN(C=C2)C)C)(C)C 5-(((tert-butyldimethyl-silyl)oxy)methyl)-5-methyl-7-(1-methyl-1H-pyrazol-3-yl)-N-(3-methyl-4-(4-methylpiperazin-1-yl)phenyl)-6,7-dihydro-5H-pyrrolo[2,3-d]pyrimidin-2-amine